N1CCC2=C(C=CC=C12)N1CCC(CC1)CO (1-indolin-4-yl-4-piperidyl)methanol